3-(7-(2-fluoro-3-methylphenyl)-4-oxo-1-((3-(trifluoromethyl)phenyl)sulfonyl)-1,2-dihydroquinazolin-3(4H)-yl)-2,2-dimethylpropionic acid FC1=C(C=CC=C1C)C1=CC=C2C(N(CN(C2=C1)S(=O)(=O)C1=CC(=CC=C1)C(F)(F)F)CC(C(=O)O)(C)C)=O